N-[(S)-{5-[(4-Acetylpiperazin-1-yl)methyl]-4-fluoro-1H-benzimidazol-2-yl}(4-methyl-cyclohexyl)methyl]-2-ethylpyrazole-3-carboxamide C(C)(=O)N1CCN(CC1)CC1=C(C2=C(NC(=N2)[C@@H](NC(=O)C=2N(N=CC2)CC)C2CCC(CC2)C)C=C1)F